CP(=O)(C)C1=C(C=NC=C1)NC1=CC=C(C=C1)I 4-(Dimethyl-phosphoryl)-N-(4-iodophenyl)-pyridin-3-amine